trimethoylphenylboronic acid C(=O)C1=C(C(=C(C=C1)B(O)O)C=O)C=O